C(#N)C=1C=CC2=CNN=C2C1O[C@@H]1CN(C[C@H]1F)C(=O)OC(C)(C)C tert-butyl (3R,4R)-3-((6-cyano-2H-indazol-7-yl)oxy)-4-fluoropyrrolidine-1-carboxylate